tert-butyl (3R)-4-(2,5-difluoro-4-nitro-phenyl)-3-methyl-piperazine-1-carboxylate FC1=C(C=C(C(=C1)[N+](=O)[O-])F)N1[C@@H](CN(CC1)C(=O)OC(C)(C)C)C